bis(p-chlorobenzoyl) peroxide ClC1=CC=C(C(=O)OOC(C2=CC=C(C=C2)Cl)=O)C=C1